4-({1',2'-dihydrospiro[cyclopentane-1,3'-pyrrolo[2,3-c]pyridin]-1'-yl}sulfonyl)-N,N-dimethylbenzene-1-sulfonamide N1(CC2(C=3C1=CN=CC3)CCCC2)S(=O)(=O)C2=CC=C(C=C2)S(=O)(=O)N(C)C